ClC1=CC=C(C=C1)C(C1=NC(=NO1)CC(C(=O)OC(C)(C)C)P(=O)(OCC)OCC)(F)F tert-butyl 3-(5-((4-chlorophenyl)difluoromethyl)-1,2,4-oxadiazol-3-yl)-2-(diethoxyphosphoryl)propanoate